OC(COC1=CC=C(C=C1)OCC(CC)O)CC 1,4-bis(2-hydroxybutoxy)benzene